CCCCCCCCCCCCCC(=O)O[C@H](COC(=O)CCCCCCC/C=C\\CCCCCCCC)COP(=O)([O-])OCC[NH3+] The molecule is a phosphatidylethanolamine 32:1 obtained by transfer of a proton from the amino to the phosphate group of 1-oleoyl-2-myristoyl-sn-glycero-3-phosphoethanolamine; major species at pH 7.3. It is a phosphatidylethanolamine 32:1 zwitterion and a tetradecanoate ester. It is a tautomer of a 1-oleoyl-2-myristoyl-sn-glycero-3-phosphoethanolamine.